C(C)(C)(C)OC(=O)N(C1=CC(=NC=2N1N=CC2C2CC2)NC[C@@H]2[C@H](CN(CC2)C(=O)OC(C)(C)C)O)CC2=CC=C(C=C2)C2=NC=C(C=C2)F tert-butyl (3R,4R)-4-(((7-((tert-butoxycarbonyl) (4-(5-fluoropyridin-2-yl) benzyl) amino)-3-cyclopropylpyrazolo[1,5-a]pyrimidin-5-yl) amino) methyl)-3-hydroxypiperidine-1-carboxylate